3-(bromomethyl)but-3-en-2-one rac-ethyl-(1S*,2S*)-2-(5-methoxy-2-oxopyridin-1(2H)-yl)cyclopropane-1-carboxylate C(C)OC(=O)[C@@H]1[C@H](C1)N1C(C=CC(=C1)OC)=O.BrCC(C(C)=O)=C |r|